C1=2C=CC=CC2C(C1)OCC1=CC(=CC(=C1)COC1C2=CC=CC=C2C1)COC1C2=CC=CC=C2C1 1-((bicyclo[4.2.0]octa-1(6),2,4-trien-7-yloxy)methyl)-3,5-bis((bicyclo[4.2.0]octa-1,3,5-trien-7-yloxy)methyl)benzene